ClC1=C(C=CC(=C1)Cl)C1OC2=C(C=CC=C2C(=C1)F)C1CCN(CC1)CC=1N(C=2C(=NC=C(C2)C(=O)O)N1)C[C@H]1OCC1 2-((4-(2-(2,4-dichlorophenyl)-4-fluoro-2H-chromene-8-yl)piperidin-1-yl)methyl)-1-(((S)-oxetan-2-yl)methyl)-1H-imidazo[4,5-b]pyridine-6-carboxylic acid